C(C)NC(O[C@@H]1CC[C@H](CC1)C(N(C[C@@H]1CC[C@H](CC1)C1=CC(=C(C=C1)OC)C)C1=CC(=CC=C1)C=1C=NN(C1)C1CC1)=O)=O trans-4-((3-(1-Cyclopropyl-1H-pyrazol-4-yl)phenyl)((trans-4-(4-methoxy-3-methylphenyl)cyclohexyl)methyl) carbamoyl)cyclohexyl ethylcarbamate